5,5'-(9-methyl-9H-carbazole-3,6-diyl)bis(benzene-1,3-diamine) CN1C2=CC=C(C=C2C=2C=C(C=CC12)C=1C=C(C=C(C1)N)N)C=1C=C(C=C(C1)N)N